4-(6-((6-Acetyl-8-cyclopentyl-5-methyl-7-oxo-7,8-dihydropyrido[2,3-d]-pyrimidin-2-yl)amino)pyridin-3-yl)piperazine-1-sulfonamide C(C)(=O)C1=C(C2=C(N=C(N=C2)NC2=CC=C(C=N2)N2CCN(CC2)S(=O)(=O)N)N(C1=O)C1CCCC1)C